NC=1C(=NC=2C=C3C(=CC2C1)OCCN3C)C(C)(C)O 8-amino-7-(2-hydroxypropan-2-yl)-4-methyl-2H-[1,4]oxazino[2,3-g]quinoline